N-((2S,3R)-3-(tert-butoxy)-1-oxo-1-((4-(((S)-2-oxo-4-(trifluoromethyl)-imidazolidin-1-yl)methyl)pyridin-2-yl)amino)butan-2-yl)-4-cyclopropyl-1,2,5-oxadiazole-3-carboxamide C(C)(C)(C)O[C@@H]([C@@H](C(NC1=NC=CC(=C1)CN1C(N[C@@H](C1)C(F)(F)F)=O)=O)NC(=O)C1=NON=C1C1CC1)C